(2,3-difluoro-1,4-phenylene)bis(trimethylsilane) FC1=C(C=CC(=C1F)[Si](C)(C)C)[Si](C)(C)C